2-(furan-2-yl)-6-hydroxy-1H-inden-1-on O1C(=CC=C1)C=1C(C2=CC(=CC=C2C1)O)=O